ethyl 2-(3,4,5-trichlorophenyl)acetate ClC=1C=C(C=C(C1Cl)Cl)CC(=O)OCC